C(SC)(OCC1C(OCC1)C)=S S-methyl O-((2-methyltetrahydrofuran-3-yl) methyl) dithiocarbonate